7-(4-(4-methyl-1,3-thiazol-2-yl)benzyl)-2,3-dihydrofuro[3,2-b]pyridine-5-carboxylic acid methyl ester COC(=O)C1=CC(=C2C(=N1)CCO2)CC2=CC=C(C=C2)C=2SC=C(N2)C